3-(4-hydroxy-6-methyl-2,3-dihydrobenzofuran-5-yl)-5-methyl-8-((R)-1-methylpiperidin-3-yl)-5,6,7,8-tetrahydropyrido[2,3-c]pyridazin-5-ol OC1=C(C(=CC2=C1CCO2)C)C2=CC1=C(N=N2)N(CCC1(O)C)[C@H]1CN(CCC1)C